NC1(CCNCC1)C 4-amino-4-methyl-piperidin